C(#N)C(C=1C=CC2=C(C=C(S2)C(=O)O)C1)P(=O)(O)OCC 5-{Cyano[ethoxy(hydroxy)phosphoryl]methyl}-1-benzothiophene-2-carboxylic Acid